N-((1r,4r)-4-methoxycyclohexyl)-2-(1-methyl-1H-imidazol-5-yl)-6-(tetrahydro-2H-pyran-4-yl)pyrimidine-4-carboxamide COC1CCC(CC1)NC(=O)C1=NC(=NC(=C1)C1CCOCC1)C1=CN=CN1C